C1(C2C(C(N1)=O)CC=CC2)=O 1,2,3,6-tetrahydrophthalimide